ClCC=C(CCC=C(CCC=C(C)C)C)C 1-chloro-3,7,11-trimethyl-2,6,10-dodecatriene